CN(C(=O)C1=CC=C(C=C1)C1=C(NC2=C(C=CC=C12)C(C)C)C(=O)O)C 3-(4-(dimethylcarbamoyl)phenyl)-7-isopropyl-1H-indole-2-carboxylic acid